3,5-dihydro-2H-[1,4]oxathiepino[6,5-b]pyridine-8-carboxylic acid S1CCOCC2=NC=C(C=C21)C(=O)O